(S)-3-(6'-oxo-3',4',6',8'-tetrahydro-7'H-spiro[piperidine-4,2'-pyrano[2,3-f]isoindol]-7'-yl)piperidine-2,6-dione O=C1N(CC=2C=C3C(=CC12)CCC1(O3)CCNCC1)[C@@H]1C(NC(CC1)=O)=O